lithio-5-{2'-chloro-3'-fluoro-5'-methoxy-6-methyl-[4,4'-bipyridine]-3-amido}-1,3,4-thiadiazole-2-carboxylic acid [Li]S1C(=NN=C1NC(=O)C=1C=NC(=CC1C1=C(C(=NC=C1OC)Cl)F)C)C(=O)O